COC=1C=C(C=NC1)C=1C=C2C=C(NC2=CC1)C1=NC=NC=C1 5-(5-methoxypyridin-3-yl)-2-(pyrimidin-4-yl)-1H-indole